(R)-N-(1-(6,7-difluoro-4-oxo-3,4-dihydrophthalazin-1-yl)ethyl)-N-isobutyl-1H-indole-2-carboxamide FC=1C=C2C(NN=C(C2=CC1F)[C@@H](C)N(C(=O)C=1NC2=CC=CC=C2C1)CC(C)C)=O